4-[2-(4-chloro-3-fluorophenoxy)acetamido]-N-[(5-methylpyrazin-2-yl)methyl]bicyclo[2.2.2]octane-1-carboxamide ClC1=C(C=C(OCC(=O)NC23CCC(CC2)(CC3)C(=O)NCC3=NC=C(N=C3)C)C=C1)F